D-Prolinamide N1[C@H](CCC1)C(=O)N